C(=CC)N1C[C@H](C[C@@H]1COC)N1N=C(C(=C1NC)C(=O)N)C#CC1=CC2=C(N(C=N2)C2CC2)C=C1 1-((3s,5r)-1-propenyl-5-(methoxymethyl)pyrrolidin-3-yl)-3-((1-cyclopropyl-1H-benzo[d]imidazol-5-yl)ethynyl)-5-(methylamino)-1H-pyrazole-4-carboxamide